1-(tert-butyl) 2-ethyl 5-((diethoxyphosphoryl)methyl)-6-fluoro-1H-indole-1,2-dicarboxylate C(C)OP(=O)(OCC)CC=1C=C2C=C(N(C2=CC1F)C(=O)OC(C)(C)C)C(=O)OCC